C(C(=C)C)(=O)O[NH3+] AMMONIO METHACRYLATE